4-fluoro-4-(hydroxymethyl)piperidine-1-carboxylic acid phenethyl ester C(CC1=CC=CC=C1)OC(=O)N1CCC(CC1)(CO)F